Ethyl-2-(2-methoxy-5-(methyl (2-methylquinazolin-4-yl) amino) phenyl)-2-methylpropanoate C(C)OC(C(C)(C)C1=C(C=CC(=C1)N(C1=NC(=NC2=CC=CC=C12)C)C)OC)=O